Cl.FC1=C(C=CC(=C1F)OC)C1=CN=C2N1C=CN=C2NC2=CC(=C(C=C2)C(=O)N2CCN(CC2)C(=O)[C@H]2NC[C@@H](C2)O)CC [4-[[3-(2,3-difluoro-4-methoxyphenyl)imidazo[1,2-a]pyrazin-8-yl]amino]-2-ethylphenyl]-[4-[(2S,4R)-4-hydroxypyrrolidine-2-carbonyl]piperazin-1-yl]methanone hydrochloride